NC1=C(N=CN1)C(=O)N 5-aminoimidazole-4-formamide